(S)-7-(1-(4-amino-3-(6-isopropoxypyridin-3-yl)-1H-pyrazolo[3,4-d]pyrimidin-1-yl)ethyl)-3-chloro-6-phenyl-5H-thiazolo[3,2-a]pyridin-5-one NC1=C2C(=NC=N1)N(N=C2C=2C=NC(=CC2)OC(C)C)[C@@H](C)C=2C=C1N(C(C2C2=CC=CC=C2)=O)C(=CS1)Cl